Ethyl 2-(1-benzyl-5-(4-((tert-butoxycarbonyl)amino)phenyl)-1,4,5,6-tetrahydropyridin-3-yl)acetate C(C1=CC=CC=C1)N1C=C(CC(C1)C1=CC=C(C=C1)NC(=O)OC(C)(C)C)CC(=O)OCC